2-bromo-1-(1-(fluoromethyl)-2-oxabicyclo[2.1.1]hexan-4-yl)ethan-1-one BrCC(=O)C12COC(C1)(C2)CF